(S)-2-(3-(3,3-difluoro-1-(fluoro(4-methyl-4H-1,2,4-triazol-3-yl)methyl)cyclobutyl)phenyl)-6-(((1-methylcyclobutyl)amino)methyl)-4-(trifluoromethyl)isoindolin-1-one FC1(CC(C1)([C@@H](C1=NN=CN1C)F)C=1C=C(C=CC1)N1C(C2=CC(=CC(=C2C1)C(F)(F)F)CNC1(CCC1)C)=O)F